BrCC=1C=C(C(=CC1)O)C=1C(=CC=CC1)O 4-bromomethyl-biphenol